COC1=C(C=C(C(Cl)Cl)C=C1)C 4-methoxy-3-methyl-chlorobenzyl chloride